sodium N-(3-sulfopropyl)-6-chlorosaccharin S(=O)(=O)(O)CCCN1S(=O)(=O)C2=CC(=CC=C2C1=O)Cl.[Na]